acrylic acid 3-sulfopropyl ester S(=O)(=O)(O)CCCOC(C=C)=O